N,N-diethyl-N-(3-sulfobutyl)-4-vinylbenzyl-ammonium C(C)[N+](CCC(C)S(=O)(=O)O)(CC)CC1=CC=C(C=C1)C=C